(1R,4s)-4-(3-(((R)-2-(5-Fluoropyridin-3-yl)-2-hydroxyethyl)amino)-3-methylbutyl)cyclohexan-1-ol dihydrochloride Cl.Cl.FC=1C=C(C=NC1)[C@H](CNC(CCC1CCC(CC1)O)(C)C)O